ClC=1C=C(C=C(C1OC[C@H](CCl)O)Cl)S(=O)(=O)C1=CC=C(OC[C@@H](CNS(=O)(=O)C)O)C=C1 N-((R)-3-(4-((3,5-dichloro-4-((R)-3-chloro-2-hydroxypropoxy)phenyl)sulfonyl)phenoxy)-2-hydroxypropyl)methanesulfonamide